N-((1-fluorocyclopentyl)methyl)-N-methylacetamide FC1(CCCC1)CN(C(C)=O)C